CC=1C=CC(=NC1)C#N 5-methylcyanopyridine